C(C)(C)(C)C1=CC=C(C(=O)[C@@]23[C@@](N(C=4C=CC=CC24)C(C)=O)(C[C@@H]3C3=NC=CC=C3)C)C=C1 1-((1S,2aS,7bR)-7b-(4-(tert-butyl)benzoyl)-2a-methyl-1-(pyridin-2-yl)-1,2,2a,7b-tetrahydro-3H-cyclobuta[b]indol-3-yl)ethan-1-one